FC(C(=O)O)(F)F.ClC1=C(C=CC(=C1NC=1C(=C2C(N(C=NC2=CC1)C)=O)C)F)NS(=O)(=O)N1CC(C1)COC(F)F N-(2-chloro-3-((3,5-dimethyl-4-oxo-3,4-dihydroquinazolin-6-yl)amino)-4-fluorophenyl)-3-((difluoromethoxy)methyl)azetidine-1-sulfonamide trifluoroacetate salt